7-hydroxy-1-methyl-2,3-dihydroquinolin-4(1H)-one OC1=CC=C2C(CCN(C2=C1)C)=O